N=CC azapropen